N(C(=O)C)C(C)(C)C=1SC=C(N1)B(O)O (2-(2-Acetaminopropan-2-yl)thiazol-4-yl)boronic acid